6-(3-methoxy-quinoxalin-6-yl)-5-methyl-2,3-diphenylpyrazolo[1,5-a]-pyrimidin-7(4H)-one COC=1C=NC2=CC=C(C=C2N1)C1=C(NC=2N(C1=O)N=C(C2C2=CC=CC=C2)C2=CC=CC=C2)C